2,2,3,3-tetrafluoro-3-(trifluoromethoxy)-propane FC(C)(C(OC(F)(F)F)(F)F)F